4-((2-((3R,4R)-3-Amino-4-fluoro-1-piperidinyl)-5,6-difluoro-1H-benzimidazol-1-yl)methyl)-2-chlorobenzonitril N[C@@H]1CN(CC[C@H]1F)C1=NC2=C(N1CC1=CC(=C(C#N)C=C1)Cl)C=C(C(=C2)F)F